bis(((1S,2R,4S)-2-(methoxymethyl)-3-oxoquinuclidin-2-yl)methyl) carbonate C(OC[C@]1(N2CCC(C1=O)CC2)COC)(OC[C@]2(N1CCC(C2=O)CC1)COC)=O